C(C)(C)(C)N1N=CC(=C1)C1=CC(=NC=C1)N1CC(C1)O (4-(1-(tert-butyl)-1H-pyrazol-4-yl)pyridin-2-yl)3-hydroxyazetidine